(1S,3R,4S)-2-((3-chlorophenyl)glycyl)-5,5-difluoro-N-((S,E)-4-fluoro-4-(methylsulfonyl)-1-((R)-2-oxopyrrolidin-3-yl)but-3-en-2-yl)-2-azabicyclo[2.2.2]octane-3-carboxamide ClC=1C=C(C=CC1)NCC(=O)N1[C@@H]2CC([C@H]([C@@H]1C(=O)N[C@@H](C[C@@H]1C(NCC1)=O)\C=C(\S(=O)(=O)C)/F)CC2)(F)F